(tert-butoxycarbonyl)-D-proline C(C)(C)(C)OC(=O)N1[C@H](CCC1)C(=O)O